4-[4-(4-t-butylbenzoyl)phenylthio]phenyldi-p-tolylsulfonium C(C)(C)(C)C1=CC=C(C(=O)C2=CC=C(C=C2)SC2=CC=C(C=C2)[S+](C2=CC=C(C=C2)C)C2=CC=C(C=C2)C)C=C1